7-cyclopropyl-4-methoxy-1-(2-methylpyridin-3-yl)quinazolin-2(1H)-one C1(CC1)C1=CC=C2C(=NC(N(C2=C1)C=1C(=NC=CC1)C)=O)OC